ethoxyvinyl ethyl ether C(C)OC=COCC